C[Si]1(O[Si](O[Si](O[Si](O1)(CCCN)C)(CCCN)C)(CCCN)C)CCCN 2,4,6,8-tetramethyl-2,4,6,8-tetra(aminopropyl)-cyclotetrasiloxane